6-(2,4-dichlorophenyl)-5-(trifluoromethylsulfonyloxy)-7,8-dihydronaphthalene-2-carboxylate ClC1=C(C=CC(=C1)Cl)C1=C(C=2C=CC(=CC2CC1)C(=O)[O-])OS(=O)(=O)C(F)(F)F